taurine lactate (taurate) NCCS(=O)(=O)O.C(C(O)C)(=O)O.NCCS(=O)(=O)O